ClC1=NN(C=C1C1=NC=CC(=N1)NC=1N=CC2=C(C=CC(=C2C1)C(C)C)N1[C@@H]([C@H](C1)CS(=O)(=O)C)C)C1C(CC1)(C)OC N-(2-(3-chloro-1-(2-methoxy-2-methylcyclobutyl)-1H-pyrazol-4-yl)pyrimidin-4-yl)-5-isopropyl-8-((2R,3S)-2-methyl-3-((methylsulfonyl)methyl)azetidin-1-yl)isoquinolin-3-amine